ClC1=C(C=CC2=C1C(=N[C@H](C=1N2N=C(N1)C(=O)N1C[C@H](CC1)OC)C)C1=C(C=CC=C1F)F)Cl [(4S)-7,8-dichloro-6-(2,6-difluorophenyl)-4-methyl-4H-[1,2,4]triazolo[1,5-a][1,4]benzodiazepin-2-yl]-[(3S)-3-methoxypyrrolidin-1-yl]methanone